FC=1C(=NC=CC1)SC=1C=2N(C=C(C1)C=1C=NN(C1)[C@@H]1CN(CC1)C1CC(C1)O)N=CC2C#N (S)-4-((3-fluoropyridin-2-yl)thio)-6-(1-(1-(3-hydroxycyclobutyl)pyrrolidin-3-yl)-1H-pyrazol-4-yl)pyrazolo[1,5-a]pyridine-3-carbonitrile